[Ti].[Sb].[Li] lithium antimony titanium